ClC1=CC(=C(O[C@H](C(=O)O)C)C=C1)C(CC)(F)F (2S)-2-[4-chloro-2-(1,1-difluoropropyl)phenoxy]propanoic acid